chlorine dioxin O1C=COC=C1.[Cl]